N1(CCC2=CC=CC=C12)S(=O)(=O)C=1C=C(C(=O)NC=2C=C3C(=NC2)N(N=C3)C(C)C)C=CC1 3-(indolin-1-ylsulfonyl)-N-(1-isopropyl-1H-pyrazolo[3,4-b]pyridin-5-yl)benzamide